butyldimethyl-ammonium C(CCC)[NH+](C)C